FC=1C=C(C(=O)N2CCC(CC2)N2CC(C2)(N2N=CC(=C2)C=2C3=C(N=CN2)NC=C3)CC#N)C=CC1C1=CC=C3C=CN=CC3=C1 {1-[1-(3-fluoro-4-isoquinolin-7-ylbenzoyl)piperidin-4-yl]-3-[4-(7H-pyrrolo[2,3-d]pyrimidin-4-yl)-1H-pyrazol-1-yl]azetidin-3-yl}acetonitrile